tert-butyl 4-(3-((4-cyano-2-fluorobenzyl)thio)-1H-pyrazol-1-yl)piperidine-1-carboxylate C(#N)C1=CC(=C(CSC2=NN(C=C2)C2CCN(CC2)C(=O)OC(C)(C)C)C=C1)F